isopropyl ((S)-(((2S,3S,4R,5R)-5-(2,4-dioxo-3,4-dihydropyrimidin-1(2H)-yl)-2-fluoro-3,4-dihydroxytetrahydrofuran-2-yl)methoxy)(phenoxy)phosphoryl)-L-alaninate O=C1N(C=CC(N1)=O)[C@H]1[C@@H]([C@@H]([C@@](O1)(F)CO[P@](=O)(OC1=CC=CC=C1)N[C@@H](C)C(=O)OC(C)C)O)O